C(N)(=O)C1=CC(=C(C=C1)NC(=O)[C@H]1[C@@H]([C@]2([C@@H](N1)CC(C)(C)C)C1=C(NS2(=O)=O)C=C(C=C1)Cl)C1=C(C(=CC=C1)Cl)F)OC (2'S,3R,4'S,5'R)-N-(4-carbamoyl-2-methoxyphenyl)-6-chloro-4'-(3-chloro-2-fluorophenyl)-2'-neopentyl-1H-spiro[benzo[c]isothiazole-3,3'-pyrrolidine]-5'-carboxamide 2,2-dioxide